(S)-10-((5-Chloro-2-(4-fluoro-4-(hydroxymethyl)piperidin-1-yl)pyrimidin-4-yl)amino)-2-cyclopropyl-3,3-difluoro-7-methyl-1,2,3,4-tetrahydro-[1,4]oxazepino[2,3-c]chinolin-6(7H)-on ClC=1C(=NC(=NC1)N1CCC(CC1)(CO)F)NC1=CC=2C3=C(C(N(C2C=C1)C)=O)OCC([C@@H](N3)C3CC3)(F)F